O=C1N(CCC(N1)=O)C=1C=C(C(=O)OC2(C(C(C(C=C2)Cl)(F)F)(F)F)F)C=CC1 4-chloro-Pentafluorophenyl 3-(2,4-dioxotetrahydropyrimidin-1(2H)-yl)benzoate